C(C)[BH3-].[Li+] Lithium ethylborohydride